C(C)(C)(C)OC(C[C@H]1C(N([C@@H](C1)C(=O)N1[C@@H](C[C@@H](C1)F)C#N)C(=O)OC(C)(C)C)=O)=O tert-butyl (3S,5S)-3-(2-(tert-butoxy)-2-oxoethyl)-5-((2S,4S)-2-cyano-4-fluoropyrrolidine-1-carbonyl)-2-oxopyrrolidine-1-carboxylate